(±)-(Trans)-4-(5-chloro-4-nitro-1H-pyrazol-1-yl)-1-cyclohexyl-3-fluoropiperidine ClC1=C(C=NN1[C@H]1[C@@H](CN(CC1)C1CCCCC1)F)[N+](=O)[O-] |r|